C(CCCCCCCCCCCCCCCCCCCCC)(=O)OCCOC(CCCCCCCCCCCCCCCCCCCCC)=O ethylene bis-behenate